O=CCC=1C=C(C=CC1)CC(=O)O 2-[3-(2-oxoethyl)phenyl]acetic acid